[F-].C(CCCCCCCCCC)[N+]1=CC=C(C=C1)CCC 1-undecyl-4-propylpyridinium fluoride salt